2-(4-fluorophenyl)-N-(6-(furan-3-yl)-2-(3-hydroxy-3-methylbutyl)-2H-indazol-5-yl)thiazole-4-carboxamide FC1=CC=C(C=C1)C=1SC=C(N1)C(=O)NC1=CC2=CN(N=C2C=C1C1=COC=C1)CCC(C)(C)O